Allyl 3,4-di-O-(2-naphthylmethyl)-alpha-L-rhamnopyranoside C1=C(C=CC2=CC=CC=C12)CO[C@H]1[C@H]([C@H](OCC=C)O[C@H]([C@@H]1OCC1=CC2=CC=CC=C2C=C1)C)O